CN1C=C([C@H]2[C@H](O)[C@H](O)[C@@H](CO)O2)C(N(C1=O)CCC(C(=O)O)N)=O 1-methyl-3-(3-amino-3-carboxypropyl)-pseudouridine